3-(2-(2-aminoethoxy)ethoxy)propanamide NCCOCCOCCC(=O)N